N-hexadecanoyl-α,O-dimethyltyrosine C(CCCCCCCCCCCCCCC)(=O)N[C@@](CC1=CC=C(C=C1)OC)(C(=O)O)C